C(C=C)C1OC(OC1)=O 4-(2-propenyl)-1,3-dioxolan-2-one